5-benzyl-N-(4-(2-(2-methoxyethoxy)phenyl)pyridin-2-yl)-4H-1,2,4-triazole-3-carboxamide C(C1=CC=CC=C1)C=1NC(=NN1)C(=O)NC1=NC=CC(=C1)C1=C(C=CC=C1)OCCOC